FC1=C(C=CC=C1)[C@@H]1CCC=2N1N=C(N2)C(=O)OCC ethyl (5S)-5-(2-fluorophenyl)-6,7-dihydro-5H-pyrrolo[1,2-b][1,2,4]triazole-2-carboxylate